NC1=C(SC2=NC(=C(C=C21)F)C)C(=O)NC2CC=1C=NC(=NC1CC2)N2CC(C(C2)CF)N 3-amino-N-{2-[3-amino-4-(fluoromethyl)pyrrolidin-1-yl]-5,6,7,8-tetrahydroquinazolin-6-yl}-5-fluoro-6-methylthieno[2,3-b]pyridine-2-carboxamide